F[C@H]1[C@@H]2CC[C@H](C[C@H]1C(=C)C1=CN=C(N=N1)C1=C(C=C(C=C1)N1C=NC=C1)O)N2 2-(6-(1-((1S,2R,3S,5R)-2-fluoro-8-azabicyclo[3.2.1]octan-3-yl)vinyl)-1,2,4-triazin-3-yl)-5-(1H-imidazol-1-yl)phenol